(1R,2S)-5'-methoxy-2-(3-{[5-methoxy-2-methyl-6-(morpholin-4-yl)pyrimidin-4-yl]amino}-1H-indazol-6-yl)spiro[cyclopropane-1,3'-indol]-2'(1'H)-one COC=1C=C2[C@]3(C(NC2=CC1)=O)[C@@H](C3)C3=CC=C1C(=NNC1=C3)NC3=NC(=NC(=C3OC)N3CCOCC3)C